(2S,3S,5R)-4-[[3-(3,4-Difluoro-2-methoxy-phenyl)-4,5,5-trimethyl-tetrahydrofuran-2-carbonyl]amino]pyridin-2-carboxamid FC=1C(=C(C=CC1F)[C@H]1[C@H](OC(C1C)(C)C)C(=O)NC1=CC(=NC=C1)C(=O)N)OC